Dimethyl-isopropoxyaluminum C[Al](OC(C)C)C